Cl.C12N(CCNC2C1)C1=NC=NC=2NC(O[C@H](C21)C)=O (4S)-5-(2,5-diazabicyclo[4.1.0]heptan-2-yl)-4-methyl-1,4-dihydro-2H-pyrimido[4,5-d][1,3]oxazin-2-one hydrochloride